N-{4-[(9-phenyl)-9H-fluoren-9-yl]-phenyl}-9,9-dimethyl-9H-fluoren-2-amine C1(=CC=CC=C1)C1(C2=CC=CC=C2C=2C=CC=CC12)C1=CC=C(C=C1)NC1=CC=2C(C3=CC=CC=C3C2C=C1)(C)C